1-(4-chlorophenyl)-3-[4-(1,1-dioxido-4-oxo-1,2,5-thiadiazolidin-2-yl)-3-fluoro-5-hydroxyphenyl]urea ClC1=CC=C(C=C1)NC(=O)NC1=CC(=C(C(=C1)O)N1S(NC(C1)=O)(=O)=O)F